diallyltartaric acid diamide C(C=C)C(C(C(=O)N)(O)CC=C)(O)C(=O)N